4-[2-methyl-2-[3-(triazol-2-ylmethyl)cyclobutyl]propionyl]-3,5-dihydro-2H-pyrido[3,4-f][1,4]oxazepine-9-Carbonitrile CC(C(=O)N1CCOC2=C(C1)C=NC=C2C#N)(C)C2CC(C2)CN2N=CC=N2